CC1([C@H]2CN([C@@H]([C@@H]12)C(=O)O)C(=O)C1(CC1)C(F)(F)F)C (1R,2S,5S)-6,6-dimethyl-3-[1-(trifluoromethyl)cyclopropanecarbonyl]-3-azabicyclo[3.1.0]hexane-2-carboxylic acid